6-fluoro-1-methylpyridin-2(1H)-one FC1=CC=CC(N1C)=O